BrC=1C=C2C(=C(C(=NC2=CC1)C)[N+](=O)[O-])Cl 6-bromo-4-chloro-2-methyl-3-nitroquinoline